(S)-1-chloro-3-(4-(2-(4-((R)-2-hydroxy-3-(piperazin-1-yl)propoxy)phenyl)propan-2-yl)-2-iodophenoxy)propan-2-ol ClC[C@H](COC1=C(C=C(C=C1)C(C)(C)C1=CC=C(C=C1)OC[C@@H](CN1CCNCC1)O)I)O